(4-methoxyphenyl)cyclopropane-1,2-dicarboxylic acid COC1=CC=C(C=C1)C1(C(C1)C(=O)O)C(=O)O